{N-[(2S)-1-(tert-butoxy)-3-(6-fluoro-2,3-dimethylphenyl)-1-oxobutan-2-yl]2-amino-4-chlorobenzenesulfonamido}acetic acid C(C)(C)(C)OC([C@H](C(C)C1=C(C(=CC=C1F)C)C)N(S(=O)(=O)C1=C(C=C(C=C1)Cl)N)CC(=O)O)=O